2-Amino-7-fluoro-4-(5-fluoro-3-((2S,3S)-3-(isobutylamino)-2-methylpyrrolidin-1-yl)-7,9-dihydrofuro[3,4-f]quinazolin-6-yl)thieno[3,2-c]pyridine-3-carbonitrile NC1=C(C=2C(=NC=C(C2S1)F)C=1C2=C(C=3C=NC(=NC3C1F)N1[C@H]([C@H](CC1)NCC(C)C)C)COC2)C#N